ethyl-1-benzyl-3-nitro-1H-pyrazole-5-carboxylate C(C)OC(=O)C1=CC(=NN1CC1=CC=CC=C1)[N+](=O)[O-]